CC1(OC(C2=CC=C(C=C12)NC1=NC=C(C(=N1)N[C@H](CO)C1=CC=CC=C1)C(=O)OCC)=O)C (S)-ethyl 2-((3,3-dimethyl-1-oxo-1,3-dihydroisobenzofuran-5-yl) amino)-4-((2-hydroxy-1-phenylethyl)amino)pyrimidine-5-carboxylate